BrCC1C(CC(O1)=O)(C)C 5-(bromomethyl)-4,4-dimethyldihydrofuran-2(3H)-one